6-[(3-ethoxy-2-pyridyl)oxy]-N-(4-methyl-1,1-dioxo-thian-4-yl)-[1,2,4]triazolo[1,5-a]pyridine-2-carboxamide C(C)OC=1C(=NC=CC1)OC=1C=CC=2N(C1)N=C(N2)C(=O)NC2(CCS(CC2)(=O)=O)C